COC(N[C@H](C(NC=1C(N(C=CC1)CC1=NC2=C(N1)C(=CC=C2)OC2=CC=CC=C2)=O)=O)CC\C=C\C(=O)N(C)C)=O Methyl-(S,E)-(7-(dimethylamino)-1,7-dioxo-1-((2-oxo-1-((7-phenoxy-1H-benzo[d]imidazol-2-yl)methyl)-1,2-dihydropyridin-3-yl)amino)hept-5-en-2-yl)carbamat